2-methyl-7-(trifluoromethyl)-6-[1-(3,3,3-trifluoropropyl)-1H-pyrazol-4-yl]-1H,5H-imidazo[1,2-a]pyrimidin-5-one CC=1NC=2N(C(C(=C(N2)C(F)(F)F)C=2C=NN(C2)CCC(F)(F)F)=O)C1